CN1CC2COCC(C1)C2N(C([O-])=O)C=2N=CC1=C(C(=C(C=C1C2)C=2C=NC=1CCCNC1C2C)F)N 7-Methyl-3-oxa-7-azabicyclo[3.3.1]nonan-9-yl(8-amino-7-fluoro-6-(4-methyl-5,6,7,8-tetrahydro-1,5-naphthyridin-3-yl)isoquinolin-3-yl)carbamate